ClC1=C(C=C(C=2C(=C3N(C12)CCN(C3)C(CO)=O)C=3C=NNC3)NCC)Cl 1-(6,7-Dichloro-9-(ethylamino)-10-(1H-pyrazol-4-yl)-3,4-dihydropyrazino[1,2-a]indol-2(1H)-yl)-2-hydroxyethan-1-one